(R)-N-(5-(5-cyclopropyl-1,2,4-oxadiazol-3-yl)-2,3-dihydro-1H-inden-1-yl)-1-(3-methoxypropyl)-1H-pyrazole-4-carboxamide C1(CC1)C1=NC(=NO1)C=1C=C2CC[C@H](C2=CC1)NC(=O)C=1C=NN(C1)CCCOC